N1C=C(C2=CC=CC=C12)CCOC=1C2=C(N=C(N1)C1=C(N=CS1)C)SC=N2 7-(2-(1H-indol-3-yl)ethoxy)-5-(4-methylthiazol-5-yl)thiazolo[5,4-d]pyrimidine